NC=1C=2N(C(=CN1)C1=CCC(CC1)N(C(OC(C)(C)C)=O)C)C(=NC2Br)C(C)C tert-butyl (4-(8-amino-1-bromo-3-isopropylimidazo[1,5-a]pyrazin-5-yl)cyclohex-3-en-1-yl)(methyl)carbamate